C1N(CC2C1CNC2)C(=O)C=2OC(=NN2)C=2C=C1C(=C(NC1=CC2)C2=CC(=NC=C2)C)C(C)C (hexahydropyrrolo[3,4-c]pyrrol-2(1H)-yl)(5-(3-isopropyl-2-(2-methylpyridin-4-yl)-1H-indol-5-yl)-1,3,4-oxadiazol-2-yl)methanone